FC1=C(C=CC=C1)NC(CN1N=C(C=CC1=O)C1=CC=CC=C1)=O N-(2-fluorophenyl)-2-(6-oxo-3-phenylpyridazin-1(6H)-yl)acetamide